N,N-Diethyl-6-[4-[[3-(3-hydroxyphenyl)-5-(trifluoromethoxy)phenyl]methyl]piperazin-1-yl]pyridazine-3-carboxamide C(C)N(C(=O)C=1N=NC(=CC1)N1CCN(CC1)CC1=CC(=CC(=C1)OC(F)(F)F)C1=CC(=CC=C1)O)CC